The molecule is a member of the class of chalcones that is trans-chalcone substituted by hydroxy groups at positions 2' and 4', a methoxy group at position 6' and methyl groups at positions 3' and 5'. Isolated from the buds of Cleistocalyx operculatus, it has been shown to exhibit inhibitory effects on the viral neuraminidases from two influenza viral strains, H1N1 and H9N2. It has a role as a plant metabolite and an EC 3.2.1.18 (exo-alpha-sialidase) inhibitor. It is a member of chalcones, a monomethoxybenzene and a member of resorcinols. It derives from a trans-chalcone. CC1=C(C(=C(C(=C1O)C(=O)/C=C/C2=CC=CC=C2)OC)C)O